2-{[(2S)-1-(dimethylamino)propan-2-yl]oxy}-5-fluoro-4-(3-oxo-5,6,7,8-tetrahydro[1,2,4]triazolo[4,3-a]pyridin-2(3H)-yl)benzonitrile CN(C[C@H](C)OC1=C(C#N)C=C(C(=C1)N1N=C2N(CCCC2)C1=O)F)C